N1CC(C1)OC1=CC=CC(=N1)OCC1=C(C=C(C#N)C=C1)F 4-((6-(azetidin-3-yloxy)pyridin-2-yloxy)methyl)-3-fluorobenzonitrile